ClC=1C(=NC(=NC1)NC1CCOCC1)C1=CC=C2CN(C(C2=C1)=O)CC(N1CC(C1)C1=CC=CC=C1)=O 6-{5-chloro-2-[(oxacyclohex-4-yl)amino]pyrimidin-4-yl}-2-[2-oxo-2-(3-phenylazetidin-1-yl)ethyl]-2,3-dihydro-1H-isoindol-1-one